C12CNCCC(CC1)N2C2=CC(=C(C=C2)NC(=O)C=2C(=CC=1N(C2)C=C(N1)C)OC)F N-(4-(3,9-diazabicyclo[4.2.1]nonan-9-yl)-2-fluorophenyl)-7-methoxy-2-methylimidazo[1,2-a]pyridine-6-carboxamide